1-phenyl-3-m-chlorophenyl-3-(1H-indol-3-yl)-1-propanone C1(=CC=CC=C1)C(CC(C1=CNC2=CC=CC=C12)C1=CC(=CC=C1)Cl)=O